7-(benzyloxy)-2-cyclopropyl-imidazo[1,2-a]pyridine-6-carboxylic acid C(C1=CC=CC=C1)OC1=CC=2N(C=C1C(=O)O)C=C(N2)C2CC2